Methyl 1-(1-methylcyclopropyl)-6-oxo-4-(((trifluoromethyl) sulfonyl) oxy)-1,6-dihydropyridine-3-carboxylate CC1(CC1)N1C=C(C(=CC1=O)OS(=O)(=O)C(F)(F)F)C(=O)OC